COC(OC)[SiH2]CCCN1CN(CCC1)C 1-[3-(dimethoxymethylsilyl)-propyl]-3-methylhexahydropyrimidine